(S)-quinuclidin-3-yl ((R)-6-(3-isobutoxyphenyl)-2,2-dimethyl-1,2,3,4-tetrahydronaphthalen-1-yl)carbamate C(C(C)C)OC=1C=C(C=CC1)C=1C=C2CCC([C@H](C2=CC1)NC(O[C@@H]1CN2CCC1CC2)=O)(C)C